3-benzyl-1-(5-(2-methoxypyrimidin-5-yl)pyrazin-2-yl)-1-(trans-4-((4-(4-methyl-1H-pyrazol-5-yl)-5-(trifluoromethyl)pyrimidin-2-yl)amino)cyclohexyl)urea C(C1=CC=CC=C1)NC(N([C@@H]1CC[C@H](CC1)NC1=NC=C(C(=N1)C1=C(C=NN1)C)C(F)(F)F)C1=NC=C(N=C1)C=1C=NC(=NC1)OC)=O